The molecule is a monounsaturated fatty acyl-CoA(4-) resulting from the deprotonation of the phosphate and diphosphate OH groups of erucoyl-CoA. It is a monounsaturated fatty acyl-CoA(4-) and a 3-substituted propionyl-CoA(4-). It is a conjugate base of an erucoyl-CoA. CCCCCCCC/C=C\\CCCCCCCCCCCC(=O)SCCNC(=O)CCNC(=O)[C@@H](C(C)(C)COP(=O)([O-])OP(=O)([O-])OC[C@@H]1[C@H]([C@H]([C@@H](O1)N2C=NC3=C(N=CN=C32)N)O)OP(=O)([O-])[O-])O